2-Chloro-5-((5-(2-(4-chlorophenyl)imidazo[1,2-a]pyridin-3-yl)-1,3,4-thiadiazol-2-yl)methyl)-N,N-dimethylbenzothioamid ClC1=C(C(N(C)C)=S)C=C(C=C1)CC=1SC(=NN1)C1=C(N=C2N1C=CC=C2)C2=CC=C(C=C2)Cl